CC1=C(SC=2SC(=C(C21)C)C(=O)O)C(=O)O 3,4-dimethyl-thieno(2,3-b)thiophene-2,5-dicarboxylic acid